CC1(OB(OC1(C)C)C=1C=C2C=CC(=CC2=CC1)C(=O)OC(C)(C)C)C tert-butyl 6-(4,4,5,5-tetramethyl-1,3,2-dioxaborolan-2-yl)-2-naphthoate